1-{1-[4-Chloro-4'-(piperazin-1-yl)[1,1'-biphenyl]-2-yl]piperidin-3-yl}-5-(difluoromethyl)-1H-pyrazole-4-carboxylic acid ethyl ester hydrochloride Cl.C(C)OC(=O)C=1C=NN(C1C(F)F)C1CN(CCC1)C1=C(C=CC(=C1)Cl)C1=CC=C(C=C1)N1CCNCC1